C([2H])([2H])([2H])C(C(=O)N)(CC)C([2H])([2H])[2H] bis(methyl-d3)butanamide